5,8-dichloro-3-(isobutyryl)-2-(methylsulfinyl)quinoline-4-carbonitrile ClC1=C2C(=C(C(=NC2=C(C=C1)Cl)S(=O)C)C(C(C)C)=O)C#N